N-(6-hydrazineyl-4-methylpyridin-3-yl)methanesulfonamide N(N)C1=CC(=C(C=N1)NS(=O)(=O)C)C